CS(=O)(=O)C1(CC1)C=1C=2N(N=C(C1)N1[C@@H](COCC1)C)C=NC2 (3R)-4-[4-(1-methanesulfonylcyclopropyl)imidazo[1,5-b]pyridazin-2-yl]-3-methylmorpholine